ClC1=C(C(C2=CC=CC=C2C1=O)=O)NCC1=CC=C(C(=O)NC2=NC=NC=C2)C=C1 4-(((3-Chloro-1,4-dioxo-1,4-dihydronaphthalin-2-yl)amino)methyl)-N-(pyrimidin-4-yl)benzamid